6-chloro-3-(1-phenylethyl)-3,4-dihydro-2h-benzo[e][1,2,4]thiadiazine-7-sulfonamide-1,1-dioxide ClC=1C(=CC2=C(NC(NS2(=O)=O)C(C)C2=CC=CC=C2)C1)S(=O)(=O)N